C1(=C(C(=C(C(=C1[2H])[2H])[2H])[2H])[2H])C1=C(C2=C(OC3=C2C=CC=C3)C=C1)C1(C(C(C(C(C1C1=NN=NC(=C1C1(C(C(C(C(C1[2H])([2H])[2H])([2H])[2H])([2H])[2H])([2H])[2H])[2H])C1(C(C(C(C(C1[2H])([2H])[2H])([2H])[2H])([2H])[2H])([2H])[2H])[2H])([2H])[2H])([2H])[2H])([2H])[2H])([2H])[2H])[2H] (phenyl-d5)[(diphenyl-d10)triazinylphenyl-d9]dibenzofuran